BrC1=C(C(=C(C=C1)F)[N+](=O)[O-])F 1-Bromo-2,4-difluoro-3-nitrobenzene